FC1=C(C(=CC=C1OC)F)C=1SC=C(N1)C(=O)OC methyl (2,6-difluoro-3-methoxyphenyl)-1,3-thiazole-4-carboxylate